CNC1=CC=C(C=C1)S p-methylaminothiophenol